C1=CC2=C(NC(=O)C=C2)N=C1 naphthyridone